C(C)(C)(C)OC(=O)N1CCN(CC1)C=1C=C2CN(C(C2=CC1)=O)[C@@H](C(=O)N)CCC(=O)OC(C)(C)C.COC1=CC=C(C2=CC=CC=C12)S(=O)(=O)C 1-methoxy-4-(methylsulfonyl)naphthalene tert-Butyl-(R)-4-(2-(1-amino-5-(tert-butoxy)-1,5-dioxopentan-2-yl)-1-oxoisoindolin-5-yl)piperazine-1-carboxylate